COC1=CC(=NN1)NC1=NC(=CN=C1)OC12CCN(CC1)CC2 N-(5-methoxy-1H-pyrazol-3-yl)-6-(quinuclidin-4-yloxy)pyrazin-2-amine